1-(ethylthioethyl)-2-methyl-5-nitroimidazole C(C)SCCN1C(=NC=C1[N+](=O)[O-])C